N1(CCOCC1)CCNC(C1=CC=CC=C1)=O N-[2-(morpholin-4-yl)ethyl]benzamide